(R)-1,1-bis(4-methoxyphenyl)-16,16,17,17-tetramethyl-7-oxo-1-phenyl-2,15-dioxa-6,8-diaza-16-silaoctadecan-4-yl 2,2-dichloroacetate ClC(C(=O)O[C@@H](COC(C1=CC=CC=C1)(C1=CC=C(C=C1)OC)C1=CC=C(C=C1)OC)CNC(NCCCCCCO[Si](C(C)(C)C)(C)C)=O)Cl